N-(4-(4-amino-7-cyano-3-(4-cyclobutoxy-3-methoxyphenyl)-1-methyl-1H-pyrrolo[3,2-c]pyridin-2-yl)phenyl)acrylamide NC1=NC=C(C2=C1C(=C(N2C)C2=CC=C(C=C2)NC(C=C)=O)C2=CC(=C(C=C2)OC2CCC2)OC)C#N